FC(C(=O)O)(F)F.CN(C)CC1=C(C(=O)OCC([C@H](C[C@H]2C(NCC2)=O)NC([C@@H](NC(=O)C=2NC3=CC=CC(=C3C2)OC)CC(C)C)=O)=O)C=CC=C1 (3S)-3-({N-[(4-methoxy-1H-indol-2-yl)carbonyl]-L-leucyl}amino)-2-oxo-4-[(3S)-2-oxopyrrolidin-3-yl]butyl 2-[(dimethylamino)methyl]benzoate, trifluoroacetate salt